FC(C1=CC=CC=2N1N=C(C2)[C@H]2N(CCC1=C2N=CN1)C(=O)C=1OC(=NN1)C1=NC=CC=N1)F (S)-(4-(7-(difluoromethyl)pyrazolo[1,5-a]pyridin-2-yl)-6,7-dihydro-1H-imidazo[4,5-c]pyridin-5(4H)-yl)(5-(pyrimidin-2-yl)-1,3,4-oxadiazol-2-yl)methanone